dibutylamino-2,3-epoxy-propane (1R,3S)-3-(((5-(3-((R)-1-(5-(azetidin-3-ylamino)-2-methylbenzamido)ethyl)phenyl)thiophen-2-yl)methyl)amino)cyclopentyl-(E)-3-(pyridin-3-yl)acrylate N1CC(C1)NC=1C=CC(=C(C(=O)N[C@H](C)C=2C=C(C=CC2)C2=CC=C(S2)CN[C@@H]2C[C@@H](CC2)OC(\C=C\C=2C=NC=CC2)=O)C1)C.C(CCC)N(CCCC)CC1CO1